7-bromo-2,3,4,5-tetrahydro-1H-benzo[c]azepine BrC1=CC2=C(CNCCC2)C=C1